(3'S)-N-((3S,5S,6R)-6-methyl-2-oxo-5-phenyl-1-(2,2,2-trifluoroethyl)piperidin-3-yl)-2'-oxo-1',2',5,7-tetrahydrospiro[cyclopenta[b]pyridine-6,3'-pyrrolo[2,3-b]pyridine]-3-carboxamide C[C@@H]1[C@@H](C[C@@H](C(N1CC(F)(F)F)=O)NC(=O)C=1C=C2C(=NC1)C[C@@]1(C(NC3=NC=CC=C31)=O)C2)C2=CC=CC=C2